C(C=C)(=O)O.C(C=C)(=O)O.C(C=C)(=O)O.C(O)C methylolmethane triacrylate